CC(C(=O)[O-])CCC(CCC)C 2,5-dimethyloctanoate